1-(6-(3-chloro-5-fluoro-4-hydroxyphenyl)-4-((trans-4-((dimethylamino)methyl)-cyclohexyl)amino)-1,5-naphthyridin-3-yl)ethanone ClC=1C=C(C=C(C1O)F)C=1N=C2C(=C(C=NC2=CC1)C(C)=O)N[C@@H]1CC[C@H](CC1)CN(C)C